C(C)OC(=O)C=1C=NC2=CC=C(C=C2C1NC1=C(C(=O)O)C=CC=C1)OC1CCNCC1 2-[[3-ethoxycarbonyl-6-(4-piperidinyloxy)-4-quinolinyl]amino]benzoic acid